2-(3,3-difluoroazetidin-1-yl)-N-((2-(trifluoromethyl)pyridin-3-yl)methyl)pyrido[2,3-d]pyrimidin-4-amine FC1(CN(C1)C=1N=C(C2=C(N1)N=CC=C2)NCC=2C(=NC=CC2)C(F)(F)F)F